C1(CC1)CN[C@H]1[C@@H](C1)C1=CC(=CS1)C(=O)NC1CCOCC1 5-((1R,2R)-2-((cyclopropylmethyl)amino)cyclopropyl)-N-(tetrahydro-2H-pyran-4-yl)thiophene-3-carboxamide